tert-Butyl 8-[1-(2,6-dibenzyloxy-3-pyridyl)benzimidazol-5-yl]-2,8-diazaspiro[4.5]decane-2-carboxylate C(C1=CC=CC=C1)OC1=NC(=CC=C1N1C=NC2=C1C=CC(=C2)N2CCC1(CCN(C1)C(=O)OC(C)(C)C)CC2)OCC2=CC=CC=C2